N-(2-((2s,6r)-2,6-dimethylmorpholinyl)-5-(piperidin-1-yl)thiazolo[4,5-b]pyridin-6-yl)-2-(2-methylpyridin-4-yl)oxazole-4-carboxamide C[C@H]1CN(C[C@H](O1)C)C=1SC=2C(=NC(=C(C2)NC(=O)C=2N=C(OC2)C2=CC(=NC=C2)C)N2CCCCC2)N1